C(C)(C)(C)OC(=O)N(C1CCN(CC1)C=1C2=CN(N=C2C(=CC1)C(=O)NC=1N=C2N(C=C(N=C2CN2C=NC(=C2)C(=O)O)C)C1)C)C1CC1 1-[[2-[[4-[4-[tert-butoxycarbonyl(cyclopropyl)amino]-1-piperidyl]-2-methyl-indazole-7-carbonyl]amino]-6-methyl-imidazo[1,2-a]pyrazin-8-yl]methyl]imidazole-4-carboxylic acid